2-chloropentane ClC(C)CCC